2-((4-fluoro-2-isopropylphenyl)amino)-N-(6-methoxy-2-methylpyridin-3-yl)-5-(trifluoromethyl)-nicotinamide FC1=CC(=C(C=C1)NC1=C(C(=O)NC=2C(=NC(=CC2)OC)C)C=C(C=N1)C(F)(F)F)C(C)C